C[Si](O[Si](C)(C)C)(C)C Trimethyl-(trimethylsilyloxy)silane